CC(CCN1CNC(CC1C(=O)N)=O)(C)C 3-(3,3-dimethylbutyl)-6-oxohexahydropyrimidine-4-carboxamide